8-((3-cyclopropyl-1-methyl-1H-pyrazol-5-yl)sulfonyl)-3-(2-oxa-6-azaspiro[3.3]heptan-6-yl)-1-oxa-8-azaspiro[4.5]decane C1(CC1)C1=NN(C(=C1)S(=O)(=O)N1CCC2(CC(CO2)N2CC3(COC3)C2)CC1)C